(R)-2-bromo-6-(3-methoxytetrahydrofuran-3-yl)-4-(oxetan-3-ylmethoxy)pyridine BrC1=NC(=CC(=C1)OCC1COC1)[C@]1(COCC1)OC